C(C=C)/C(=C(/C(=O)O)\CC=C)/C(=O)O.CN1N=C(C(=C1)[C@@H]1N(CCC1)CC1=CC=C(OC2=C(C=C(C(=O)N)C=C2)F)C=C1)C |r| (+/-)-4-(4-{[2-(1,3-dimethyl-1H-pyrazol-4-yl)pyrrolidin-1-yl]methyl}phenoxy)-3-fluorobenzamide diallyl-maleinate